(4S,5S)-5-amino-2,2-dimethyltetrahydro-2H-pyran-4-ol N[C@@H]1[C@H](CC(OC1)(C)C)O